CC1=CC=C2C=C(C(N(C2=C1)CC1=NC=CC=C1)=O)C(=O)[O-] 7-methyl-2-oxo-1-(pyridin-2-ylmethyl)-1,2-dihydroquinoline-3-carboxylate